C12(CCCC1)OC(C1=C(O2)C=CC=C1)=O 4H-spiro[benzo[d][1,3]dioxine-2,1'-cyclopentane]-4-one